1-(1-(5-chloro-2-methoxy-4-methyl-3-(5-(methylsulfonyl)pyridin-3-yl)phenyl)ethyl)-3-methyl-1H-pyrazolo[3,4-d]pyrimidin ClC=1C(=C(C(=C(C1)C(C)N1N=C(C=2C1=NC=NC2)C)OC)C=2C=NC=C(C2)S(=O)(=O)C)C